1-(5-bromo-2-hydroxyl-3-methylphenyl)ethanone BrC=1C=C(C(=C(C1)C(C)=O)O)C